N1[C@@H](C1)C(=O)OCC1=CC=CC=C1 (S)-aziridine-2-carboxylic acid, benzyl ester